(1R,5S)-(9-benzyl-3-(phenylsulfonyl)-3,9-diazabicyclo[3.3.1]nonane-7,7-diyl)dimethanol C(C1=CC=CC=C1)N1[C@H]2CN(C[C@@H]1CC(C2)(CO)CO)S(=O)(=O)C2=CC=CC=C2